C(C)(C)C1=C(NC2=CC=C(C=C12)C1CCC(CC1)N(CCS(=O)(=O)C)C)C=1C=C(C=2N(C1)N=CN2)OC 4-(3-Isopropyl-2-(8-methoxy-[1,2,4]triazolo[1,5-a]pyridin-6-yl)-1H-indol-5-yl)-N-methyl-N-(2-(methylsulfonyl)ethyl)cyclohexanamin